FC=1C=C(C=C(C1)F)C1=CC(=CC=C1)C[C@@H]1N(CC([C@@H]1NS(=O)(=O)CC)(F)F)C(C(C)C)=O N-[(2S,3R)-2-[(3',5'-difluoro[1,1'-biphenyl]-3-yl)methyl]-4,4-difluoro-1-(2-methylpropanoyl)pyrrolidin-3-yl]ethanesulfonamide